resveratrol taurate NCCS(=O)(=O)O.C1(=CC(O)=CC(O)=C1)C=CC1=CC=C(O)C=C1